5-(trifluoromethyl)-1H-pyrazole-2-d FC(C1=CCN(N1)[2H])(F)F